2-(2-bromo-3-fluoropyridin-4-yl)-1,5,6,7-tetrahydro-4H-pyrrolo[3,2-c]pyridin-4-one BrC1=NC=CC(=C1F)C1=CC=2C(NCCC2N1)=O